C1(CCC1)CCC1=NC(=NO1)NCC1=C(N=NN1C)C1=CC=C(C(=N1)C)O[C@H]1C[C@@H](OCC1)C(=O)O trans-4-((6-(5-(((5-(2-Cyclobutylethyl)-1,2,4-oxadiazol-3-yl)amino)methyl)-1-methyl-1H-1,2,3-triazol-4-yl)-2-methylpyridin-3-yl)oxy)tetrahydro-2H-pyran-2-carboxylic acid